C(C)(C)(C)C=1C=NN(C1)CC1CCN(CC1)C(=O)OC(C)(C)C tert-Butyl 4-((4-(tert-butyl)-1H-pyrazol-1-yl)methyl)piperidine-1-carboxylate